O1C(=CC=C1)C1=NC(=NC(=C1)N1N=NC2=C1C=CC(=C2)OC)N 4-(furan-2-yl)-6-(5-methoxy-1,2,3-benzotriazole-1-yl)pyrimidin-2-amine